tert-butyl 3-[(5-bromo-2-nitrophenyl) amino]-3-methylpiperidine-1-carboxylate BrC=1C=CC(=C(C1)NC1(CN(CCC1)C(=O)OC(C)(C)C)C)[N+](=O)[O-]